N-{2-[(5-cyclopropyl-2-{[4-(4-methylpiperazin-1-yl)phenyl]amino}pyrimidin-4-yl)amino]phenyl}prop-2-enamide C1(CC1)C=1C(=NC(=NC1)NC1=CC=C(C=C1)N1CCN(CC1)C)NC1=C(C=CC=C1)NC(C=C)=O